C1(CC1)COC=1C=CC(=NC1)C(C(=O)N)(C)N1C[C@@H](CCC1)C1=NNC(C=C1)=O (5-(cyclopropylmethoxy)pyridin-2-yl)-2-((R)-3-(6-oxo-1,6-dihydropyridazin-3-yl)piperidin-1-yl)propanamide